ClC=1C(=NC(=NC1)N1CCC(CC1)CC(=O)N(C)C)NC=1C=C2C(=CC(N(C2=CC1)C)=O)NC(C)C1=NC=CC=N1 2-(1-(5-chloro-4-((1-methyl-2-oxo-4-((1-(pyrimidin-2-yl)ethyl)amino)-1,2-dihydroquinolin-6-yl)amino)pyrimidin-2-yl)piperidin-4-yl)-N,N-dimethylacetamide